NC=1SC=C(N1)C1C(CC(C=C1)=O)=O 4-(2-aminothiazol-4-yl)benzene-1,3-dione